N-(cis-1-(azetidine-1-carbonyl)-2-(((cis-4-phenylcyclohexyl)oxy)methyl)pyrrolidin-3-yl)methanesulfonamide N1(CCC1)C(=O)N1[C@H]([C@H](CC1)NS(=O)(=O)C)CO[C@@H]1CC[C@@H](CC1)C1=CC=CC=C1